FC=1C=C(C=CC1)NC(=O)C=1C(=NN(C1)C=1SC=CN1)CC N-(3-fluorophenyl)-3-ethyl-1-(thiazol-2-yl)-1H-pyrazole-4-carboxamide